(S)-2-(1,3-dimethyl-4-oxo-1,4-dihydro-5H-pyrazolo[3,4-d]pyridazin-5-yl)-N-(1-(4-(trifluoromethoxy)phenyl)ethyl)acetamide CN1N=C(C2=C1C=NN(C2=O)CC(=O)N[C@@H](C)C2=CC=C(C=C2)OC(F)(F)F)C